CC([C@@H](C(N[C@H](C(NC1=CC=C(C=C1)COC(=O)OC(=C)\C=C/C)=O)CCCNC(=O)N)=O)NC(OCC1C2=CC=CC=C2C=2C=CC=CC12)=O)C (9H-fluoren-9-yl)methyl ((S)-3-methyl-1-oxo-1-(((S)-1-oxo-1-((4-((((((Z)-penta-1,3-dien-2-yl)oxy)carbonyl)oxy)methyl)phenyl)amino)-5-ureidopentan-2-yl)amino)butan-2-yl)carbamate